(1S,2R)-2-({[(2-methylpropan-2-yl)oxy]carbonyl}amino)cyclopropane-1-formic acid CC(C)(C)OC(=O)N[C@H]1[C@H](C1)C(=O)O